C(C)C1=NN=C(O1)C1CNCCO1 2-(5-ethyl-1,3,4-oxadiazol-2-yl)morpholine